S-methyl 4-[(3-(benzyloxy)-1-pyrrolidinyl)]-4-methylpent-2-ynethioate C(C1=CC=CC=C1)OC1CN(CC1)C(C#CC(SC)=O)(C)C